((2S)-oxetan-2-yl)methylamine O1[C@@H](CC1)CN